O[C@@H]1C[C@H](N(C1)C([C@H](C(C)(C)C)NC(OC(C)(C)C)=O)=O)C(N[C@@H](C)C1=CC=C(C=C1)C1=C(N=CS1)C)=O tert-butyl ((S)-1-((2S,4R)-4-hydroxy-2-(((S)-1-(4-(4-methylthiazol-5-yl)phenyl)ethyl)carbamoyl)pyrrolidin-1-yl)-3,3-dimethyl-1-oxobutan-2-yl)carbamate